O=C(CC#N)C1=CC=CC=C1 3-oxo-3-phenylpropanenitrile